(R)-8-(1-aminoethyl)-6-fluoro-3-methyl-2-(4-methyltetrahydro-2H-pyran-4-yl)quinazolin-4(3H)-one N[C@H](C)C=1C=C(C=C2C(N(C(=NC12)C1(CCOCC1)C)C)=O)F